COC=1C=C(C=CC1O)C1NC2=CC=CC=C2C(N1)=O 2-[3-methoxy-4-hydroxyphenyl]-2,3-dihydroquinazolin-4(1H)-one